ClC1=NC(=CC(=C1C=O)C1=C(C=NN1C)C)N1[C@@H](COCC1)C 2-chloro-4-(1,4-dimethyl-1H-pyrazol-5-yl)-6-[(3R)-3-methyl-morpholin-4-yl]pyridine-3-carbaldehyde